ClC1=NN(C=C1NC1=NC=C(C(=N1)NC=1C=C(C=CC1)NC(OC(C)(C)C)=O)C(F)(F)F)C tert-butyl (3-((2-((3-chloro-1-methyl-1H-pyrazol-4-yl)amino)-5-(trifluoromethyl)pyrimidin-4-yl)amino)phenyl)carbamate